5-(4-isobutoxybenzyl)-7-(2-methyl-2-azaspiro[3.3]heptan-6-yl)-5,7-diazaspiro[2.5]octan-6-one C(C(C)C)OC1=CC=C(CN2CC3(CC3)CN(C2=O)C2CC3(CN(C3)C)C2)C=C1